OCCC1C(=O)OCCCC1 Hydroxyethyl-caprolacton